7-Hydroxy-1',3'-dimethyl-6-(1-methyl-1H-pyrazol-4-yl)-7'-(tetrahydro-2H-pyran-4-yl)-3,4-dihydro-2H-[1,5'-biquinolin] OC1=C(C=C2CCCN(C2=C1)C=1C=2C=C(CN(C2C=C(C1)C1CCOCC1)C)C)C=1C=NN(C1)C